OC(C)(C)C1=CC=C(C=N1)NC(=O)C1=NC(=NC(=C1)C1CCOCC1)C1=CN=CN1C N-(6-(2-hydroxy-propan-2-yl)pyridin-3-yl)-2-(1-methyl-1H-imidazol-5-yl)-6-(tetrahydro-2H-pyran-4-yl)pyrimidine-4-carboxamide